CC1=CC=C(C=C1Cl)S(=O)(=O)O 4-Methyl-5-chlorobenzenesulfonic acid